BrC=1C=C2C(C(=CN(C2=CC1N1[C@H](CCC1)COC1=NC=CC=C1C)C1(CC1)C)C(=O)OCC)=O ethyl 6-bromo-1-(1-methylcyclopropyl)-7-[(2R)-2-{[(3-methylpyridin-2-yl)oxy]methyl}pyrrolidin-1-yl]-4-oxo-1,4-dihydroquinoline-3-carboxylate